2-ISOCYANO-9H-FLUORENE [N+](#[C-])C1=CC=2CC3=CC=CC=C3C2C=C1